The molecule is dianion of alpha-D-mannose 6-phosphate; major species at pH 7.3. It has a role as a fundamental metabolite. It is a conjugate base of an alpha-D-mannose 6-phosphate. C([C@@H]1[C@H]([C@@H]([C@@H]([C@H](O1)O)O)O)O)OP(=O)([O-])[O-]